CC=1C(=C(C=2N(C1)C=CN2)C2=C(C=C(C=C2O)CCC)O)C 2-(6,7-Dimethylimidazo[1,2-a]pyridin-8-yl)-5-propylbenzene-1,3-diol